N[C@H](C(=O)NC1=CC=C(CCN(C(CCC(CCC(=O)N(C)CCOC2=CC=C(C(=O)NCC=3C=CC(=C(C(=O)OCC)C3)F)C=C2)(C)C)=O)C)C=C1)CC(C)(C)C Ethyl (S)-5-((4-(2-(7-((4-(2-amino-4,4-dimethylpentanamido)phenethyl)(methyl)amino)-N,4,4-trimethyl-7-oxoheptanamido)ethoxy)benzamido)methyl)-2-fluorobenzoate